N-(5-(2-(2-azabicyclo[2.2.1]heptan-2-yl)acetamido)-2-methylpyridin-3-yl)-6-(pyridin-4-yl)pyrazolo[1,5-a]pyrazine-3-carboxamide C12N(CC(CC1)C2)CC(=O)NC=2C=C(C(=NC2)C)NC(=O)C=2C=NN1C2C=NC(=C1)C1=CC=NC=C1